(N-[4-Amino-5-[4-[2-(4-fluoroanilino)-2-oxoethoxy]benzoyl]thiazol-2-yl]-4-fluoroanilino)propanamid NC=1N=C(SC1C(C1=CC=C(C=C1)OCC(=O)NC1=CC=C(C=C1)F)=O)N(C1=CC=C(C=C1)F)C(C(=O)N)C